ClC1=C(C(=NN1C1CCCC1)CC)C=O 5-CHLORO-1-CYCLOPENTYL-3-ETHYL-1H-PYRAZOLE-4-CARBALDEHYDE